perfluorotris(o-trifluoromethylphenyl)benzene FC1=C(C(=C(C(=C1F)F)C1=C(C(=C(C(=C1F)F)F)F)C(F)(F)F)C1=C(C(=C(C(=C1F)F)F)F)C(F)(F)F)C1=C(C(=C(C(=C1F)F)F)F)C(F)(F)F